1,8-naphthyridin-4-one N1=CCC(C2=CC=CN=C12)=O